(S)-(+)-1,1'-binaphthyl-2,2'-diamine C=1(C(=CC=C2C=CC=CC12)N)C=1C(=CC=C2C=CC=CC12)N